CC=1NCN(N1)C1=CC=CC=C1 5-methyl-2-phenyl-2,4-dihydro-3H-1,2,4-triazole